trimethyl(2-prop-2-enoyloxyethyl)azanium chloride [Cl-].C[N+](CCOC(C=C)=O)(C)C